C1[C@H]2N(CCN1C1=CC(=C3CN(C(C3=C1)=O)C1=CC(=CC=C1)C1(COC1)CC1=NN=CN1C)C(F)(F)F)CCC2 (S)-6-(Hexahydropyrrolo[1,2-a]pyrazin-2(1H)-yl)-2-(3-(3-((4-methyl-4H-1,2,4-triazol-3-yl)methyl)oxetan-3-yl)phenyl)-4-(trifluoromethyl)isoindolin-1-one